BrC1(C(C1CCCCCC)CCO)Br 2-(2,2-dibromo-3-hexylcyclopropyl)ethan-1-ol